C(C)(C)(C)OC(=O)N1[C@@H](CN(CC1)C1=CC(=C(C=C1)N)F)C (R)-4-(4-amino-3-fluorophenyl)-2-methylpiperazine-1-carboxylic acid tert-butyl ester